7-(propan-2-yl)oxepan-2-on CC(C)C1CCCCC(O1)=O